C(CCCCCCCCCCCCC)=O tetradecanal